β-(3-pyridinyl)alanine N1=CC(=CC=C1)C[C@H](N)C(=O)O